FC(OC=1C=C(C=CC1)C12CN(CC2C1)C(=O)C1CC2(C1)NC(OC2)=O)(F)F (rac)-(2s,4s)-2-(1-(3-(trifluoromethoxy)phenyl)-3-azabicyclo[3.1.0]hexane-3-carbonyl)-7-oxa-5-azaspiro[3.4]octane-6-one